FC1=C(C(=CC(=C1)C#CC1=CC=CC=C1)F)NS(=O)(=O)C1=NN(C=C1)C N-[2,6-difluoro-4-(2-phenylethynyl)phenyl]-1-methyl-pyrazole-3-sulfonamide